(S)-tert-butyl (1-oxopropane-2-yl)carbamate O=C[C@H](C)NC(OC(C)(C)C)=O